[(3S,5S)-5-(2-aminopyrimidin-5-yl)tetrahydrofuran-3-yl] N-isopropylcarbamate C(C)(C)NC(O[C@@H]1CO[C@@H](C1)C=1C=NC(=NC1)N)=O